FC(OC1=CC=C(C=C1)C=1C=CC(N(N1)CC1=NC(=NO1)C1=CC=CC=C1)=O)F 6-(4-(difluoromethoxy)phenyl)-2-((3-phenyl-1,2,4-oxadiazol-5-yl)methyl)pyridazine-3(2H)-one